FC(O[C@H]1C[C@H](C1)OCC1=NN=C(O1)[C@@H]1CC[C@H](CC1)C(=O)OC)(F)F trans-methyl 4-(5-((cis-3-(trifluoromethoxy)cyclobutoxy)methyl)-1,3,4-oxadiazol-2-yl)cyclohexanecarboxylate